C(C)(C)(C)P(OC(C)(C)C)(=O)C(C)(C)C tert-butyl di-tert-butylphosphinate